[(furan-2-yl)methyl]-7-(4-methoxyphenyl)-7H-pyrrolo[2,3-d]pyrimidin-4-amine hydrochloride Cl.O1C(=CC=C1)CC=1N=C(C2=C(N1)N(C=C2)C2=CC=C(C=C2)OC)N